BrC1=CC2=C(C=3C4=CC=CC=C4NC13)SC1=C2C=CC=C1 6-bromo-5H-benzo[4,5]thieno[3,2-c]carbazole